(3S)-N-(diamino-hydroxy-oxo-lambda6-sulfanyl)-1-[2-[6-(difluoromethyl)imidazo[1,2-a]pyrazin-3-yl]pyrimidin-4-yl]piperidin-3-amine NS(N[C@@H]1CN(CCC1)C1=NC(=NC=C1)C1=CN=C2N1C=C(N=C2)C(F)F)(=O)(O)N